C(#N)C=1C(=NC(=NC1)N[C@@H]1CC[C@H](CC1)N(C(OCC1=CC=CC=C1)=O)C1=NC=C(C=C1)C=1C=NC(=NC1)OC)N1CCC(CCC1)O benzyl (trans-4-((5-cyano-4-(4-hydroxyazepan-1-yl)pyrimidin-2-yl)amino)cyclohexyl)(5-(2-methoxypyrimidin-5-yl)pyridin-2-yl)carbamate